N1(CCCCC1)C(=O)OC1=NN(C(=C1Cl)NC(=O)N[C@@H]1CN(C[C@H]1C1=CC(=C(C=C1)F)F)CCOC)C1=CC=CC=C1 (4-chloro-5-(3-((3S,4R)-4-(3,4-difluorophenyl)-1-(2-methoxyethyl) pyrrolidin-3-yl) ureido)-1-phenyl-1H-pyrazol-3-yl) piperidine-1-carboxylate